C1(=CC=CC=C1)C1=NN2C(=NC=C(C2=N1)C)Br 2-phenyl-5-bromo-8-methyl-[1,2,4]triazolo[1,5-c]pyrimidine